ClC1=CC=C(C=C1)S(=O)(=O)NC=1C(=NN(C1C(=O)N[C@@H](C)C(C)(C)C)C)C1=CC=C(C=C1)F (S)-4-((4-chlorophenyl)sulfonamido)-N-(3,3-dimethylbutan-2-yl)-3-(4-fluorophenyl)-1-methyl-1H-pyrazole-5-carboxamide